FC1(CN(CC1)C1=NC(=C2C(=N1)N(N=C2)C2=CC=C(C=C2)OC(F)(F)F)NC(=O)C=2SC(=CC2)[N+](=O)[O-])F N-(6-(3,3-difluoropyrrolidin-1-yl)-1-(4-(trifluoromethoxy)phenyl)-1H-pyrazolo[3,4-d]pyrimidin-4-yl)-5-nitrothiophene-2-carboxamide